3-(6-methoxypyridin-3-yl)-3-(3-(3-oxopropyl)cyclobutyl)propionic acid tert-butyl ester C(C)(C)(C)OC(CC(C1CC(C1)CCC=O)C=1C=NC(=CC1)OC)=O